[V].[V].[K].C[C@@]12CC(C[C@](CC1)(N2)C)OC2=CC=C(N=N2)C2=NC=C(C=C2O)N2N=NC=C2 2-(6-{[(1S,3r,5S)-1,5-dimethyl-8-azabicyclo[3.2.1]oct-3-yl]oxy}pyridazin-3-yl)-5-(1H-1,2,3-triazol-1-yl)pyridin-3-ol potassium divanadium